N1C[C@H](CC1)/C=C/C=1C=NC=NC1 5-{(E)-2-[(3R)-pyrrolidin-3-yl]vinyl}pyrimidine